ClC=1C=C(C=CC1F)NC(=O)C1=C(N=CN1C)C1CC2CC(CC2C1)(C#C[C@@H](C(F)(F)F)O)O N-(3-chloro-4-fluorophenyl)-4-(5-hydroxy-5-((S)-4,4,4-trifluoro-3-hydroxybut-1-yn-1-yl)octahydropentalen-2-yl)-1-methyl-1H-imidazole-5-carboxamide